FC(C1=NN2C(N=C(C=C2NCC2(CCN(CC2)C(=O)[C@@H]2N(CC2)C)C2=CC=C(C=C2)F)C(F)(F)F)=C1)(F)F (R)-(4-(((2,5-Bis(trifluoromethyl)pyrazolo[1,5-a]pyrimidin-7-yl)amino)methyl)-4-(4-fluorophenyl)piperidin-1-yl)(1-methylazetidin-2-yl)methanone